ClC=1C=C(NC=2C3=C(N=CN2)C=CC(=N3)O[C@@H]3CN(CC3)C(C=C)=O)C=C(C1)OCC1CC1 1-[(3S)-3-[4-[3-Chloro-5-(cyclopropylmethoxy)anilino]pyrido[3,2-d]pyrimidin-6-yl]oxypyrrolidin-1-yl]prop-2-en-1-one